C(C)(C)(C)[C@H]1CC[C@H](CC1)NC(C1=CC(=CC(=C1)NC(=O)[C@@H]1CC[C@@H](CC1)C(C)(C)CC)NC(=O)[C@@H]1CC[C@@H](CC1)C(C)(C)CC)=O N-(cis-4-tert-Butylcyclohexyl)-3,5-bis-[cis-4-tert-pentylcyclohexylcarbonylamino]-benzamid